FC=1C=C(C(=NC1)O)[C@@H]1N(CCC1)C1=NC=2N(C=C1)N=CC2C=2NC=CN2 (R)-5-(2-(5-fluoro-2-hydroxypyridin-3-yl)pyrrolidin-1-yl)-3-(1H-imidazol-2-yl)pyrazolo[1,5-a]pyrimidine